C(C)(C)(C)OC(=O)N1CC2(CC1)C(N(CC2)[C@H](C(=O)OCC2=CC=CC=C2)C(C)C)=O.ClC2=CC=C(C=C2)C2=CC=C(C(=O)N)C=C2 4-(4-chlorophenyl)benzamide tert-butyl-7-((S)-1-(phenylmethoxy)-3-methyl-1-oxobutan-2-yl)-6-oxo-2,7-diazaspiro[4.4]nonane-2-carboxylate